NC=1C(=NC(=C(N1)C=1OC=CN1)C=1C=CC=2N(C1)C(=CN2)C)C(=O)N[C@H](CN2N=NC=C2)C 3-amino-6-[3-methylimidazo[1,2-a]pyridin-6-yl]-5-(1,3-oxazol-2-yl)-N-[(2S)-1-(1H-1,2,3-triazol-1-yl)propan-2-yl]pyrazine-2-carboxamide